tri(ethylacetoacetate) aluminum [Al+3].C(C)CC(CC(=O)[O-])=O.C(C)CC(CC(=O)[O-])=O.C(C)CC(CC(=O)[O-])=O